6-((1-(4,4-difluoro-3-phenylbutyryl)-4-hydroxypiperidin-4-yl)methyl)-3-(2-(methylamino)-2,3-dihydro-1H-inden-5-yl)isothiazolo[4,3-d]pyrimidin-7(6H)-one FC(C(CC(=O)N1CCC(CC1)(O)CN1C=NC=2C(C1=O)=NSC2C=2C=C1CC(CC1=CC2)NC)C2=CC=CC=C2)F